[Al].[Cu].[Sn].[Pb] lead-tin-copper-aluminum